(E)-3,7-dimethyloct-2,6-dien-1-ol C\C(=C/CO)\CCC=C(C)C